[K].[Al] Aluminium-Potassium